7-(8-ethynyl-7-fluoronaphthalen-1-yl)-8-fluoro-2-(((2S,4R)-4-methoxy-1-methylpyrrolidin-2-yl)methoxy)-N-methyl-N-((2R,3R)-2-methylpyrrolidin-3-yl)pyrido[4,3-d]pyrimidin-4-amine C(#C)C=1C(=CC=C2C=CC=C(C12)C1=C(C=2N=C(N=C(C2C=N1)N([C@H]1[C@H](NCC1)C)C)OC[C@H]1N(C[C@@H](C1)OC)C)F)F